bis(1,3-dibutoxypropan-2-yl)-phosphoric acid C(CCC)OCC(COCCCC)OP(OC(COCCCC)COCCCC)(O)=O